C(C1=CC=CC=C1)(=O)N1CC(CCC1)N1C=NC(=C1)NC(=O)[C@@H]1CN(CC1)C#N (3S)-N-(1-(1-benzoylpiperidin-3-yl)-1H-imidazol-4-yl)-1-cyanopyrrolidine-3-carboxamide